C(=CC1=CC=CC=C1)[N+]1=CC=CC=C1.C(=CC1=CC=CC=C1)C1=NC=CC=C1 styrylpyridine, styrylpyridinium salt